FC1(CC(C1)(C(=O)OCC1=CC=CC=C1)C)F Benzyl 3,3-difluoro-1-methylcyclobutane-1-carboxylate